ClC1=C(C=CC(=C1)F)C1CN(CC1)C(=O)C1=CC(=NN1)C1=CC=NC=C1 [3-(2-chloro-4-fluoro-phenyl)pyrrolidin-1-yl]-[3-(4-pyridyl)-1H-pyrazol-5-yl]methanone